3,3,3-trifluoro-N-(5-(2-(4-(trifluoromethyl)phenoxy)ethyl)-1H-indol-3-yl)propane-1-sulfonamide FC(CCS(=O)(=O)NC1=CNC2=CC=C(C=C12)CCOC1=CC=C(C=C1)C(F)(F)F)(F)F